tert-butyl (5-(4-(1H-pyrazol-1-yl)phenyl)-1H-pyrazol-3-yl)(2-methyl-4-(3-morpholinopropanamido)phenyl)carbamate N1(N=CC=C1)C1=CC=C(C=C1)C1=CC(=NN1)N(C(OC(C)(C)C)=O)C1=C(C=C(C=C1)NC(CCN1CCOCC1)=O)C